C(C)(C)C1=CC=C(C=C1)C1N(CCNC1)C(C)=O 4-isopropylphenyl-acetylpiperazine